COC=1C(=CC2=C(N=C(S2)NC(C(C)C2=CC=C(C=C2)S(=O)(=O)CC)=O)C1)OC N-(5,6-dimethoxybenzothiazol-2-yl)-2-[4-(ethylsulfonyl)phenyl]propanamide